NC1=C(C2=C(CN3C4=C(CN2C3)C=CC(=C4C)N)C=C1)C 3,9-diamino-4,10-dimethyl-6H,12H-5,11-methanodibenzo[1,5]-diazocine